N1=C(C=CC=C1)C=1C=NC(=CC1)NC(=O)C1=CN=CO1 N-([2,3'-bipyridin]-6'-yl)oxazole-5-carboxamide